triazol-1-ol N1(N=NC=C1)O